N-((8-(6-Azaspiro[2.5]octan-6-yl)imidazo[1,2-a]pyrazin-6-yl)methyl)acrylamide C1CC12CCN(CC2)C=2C=1N(C=C(N2)CNC(C=C)=O)C=CN1